Methylamin hydroiodid I.CN